(1R,5S)-3-(7-(3-hydroxynaphthalen-1-yl)-2-((tetrahydro-1H-pyrrolizin-7a(5H)-yl)methoxy)quinazolin-4-yl)-N-(tetrahydrofuran-3-yl)-3,8-diazabicyclo[3.2.1]octane-8-carboxamide OC=1C=C(C2=CC=CC=C2C1)C1=CC=C2C(=NC(=NC2=C1)OCC12CCCN2CCC1)N1C[C@H]2CC[C@@H](C1)N2C(=O)NC2COCC2